6,7-dihydroxynaphthalene-2-sulfonic acid OC=1C=C2C=CC(=CC2=CC1O)S(=O)(=O)O